CC1=C(C=CC=C1OC=1C=2N(C=C(N1)C=1C=NN(C1)C)N=CC2)C(C)C(C(=O)N)=C (1-(2-methyl-3-((6-(1-methyl-1H-pyrazol-4-yl)pyrazolo[1,5-a]pyrazin-4-yl)oxy)phenyl)ethyl)acrylamide